pregna-1,4-dien-3,11,20-trion CC([C@H]1CC[C@H]2[C@@H]3CCC4=CC(C=C[C@]4(C)[C@H]3C(C[C@]12C)=O)=O)=O